7-((2R,3R,4R,5S)-3,4-bis((tert-Butyldimethylsilyl)oxy)-5-((((3-methyl-5-phenylisoxazol-4-yl)methyl)thio)methyl)tetrahydrofuran-2-yl)-5-isopropyl-7H-pyrrolo[2,3-d]pyrimidin-4-amine [Si](C)(C)(C(C)(C)C)O[C@H]1[C@@H](O[C@@H]([C@H]1O[Si](C)(C)C(C)(C)C)CSCC=1C(=NOC1C1=CC=CC=C1)C)N1C=C(C2=C1N=CN=C2N)C(C)C